2'-bromo-deoxyuridine Br[C@H]1[C@@H](O[C@@H]([C@H]1O)CO)N1C(=O)NC(=O)C=C1